C(C)(C)OCCCN1C(C=CC=C1)=O N-(3-isopropoxy)propylpyridone